racemic-phenylserine amide C1(=CC=CC=C1)N[C@@H](CO)C(=O)N |r|